1,6-bis(acryloxy)-2,2,3,3,4,4,5,5-octafluorohexane C(C=C)(=O)OCC(C(C(C(COC(C=C)=O)(F)F)(F)F)(F)F)(F)F